(6-(trifluoromethyl)pyridin-3-yl)-4,5-dihydro-1H-pyrazole FC(C1=CC=C(C=N1)N1N=CCC1)(F)F